tert-butyl 3-(4-amino-1H-pyrazol-1-yl)pyrrolidine-1-carboxylate NC=1C=NN(C1)C1CN(CC1)C(=O)OC(C)(C)C